[Cl-].C(#N)C1=CC=CC(=N1)C(=O)N 6-cyano-2-pyridinecarboxamide chloride